tris(2,6-dimethylheptane-3,5-dione) iron [Fe].CC(C)C(CC(C(C)C)=O)=O.CC(C)C(CC(C(C)C)=O)=O.CC(C)C(CC(C(C)C)=O)=O